3-chloro-4-methyl-5-(4,4,5,5-tetramethyl-1,3,2-dioxaborolan-2-yl)picolinonitrile ClC=1C(=NC=C(C1C)B1OC(C(O1)(C)C)(C)C)C#N